3-fluorophenol trifluoroacetate FC(C(=O)O)(F)F.FC=1C=C(C=CC1)O